((6-(isopropyl(methyl)amino)-2-(6-(4-(2-methoxyphenyl)-4H-1,2,4-triazol-3-yl)pyridin-2-yl)-1-oxo-2,3-dihydro-1H-pyrrolo[3,4-c]pyridin-4-yl)methyl)(methyl)carbamate C(C)(C)N(C1=CC2=C(C(=N1)COC(NC)=O)CN(C2=O)C2=NC(=CC=C2)C2=NN=CN2C2=C(C=CC=C2)OC)C